(1R,3S)-3-(3-{[(2-meth-oxy-1,3-thiazol-5-yl)acetyl]amino}-1H-pyrazol-5-yl)cyclopentyl (3S)-3-methylmorpholine-4-carboxylate C[C@@H]1N(CCOC1)C(=O)O[C@H]1C[C@H](CC1)C1=CC(=NN1)NC(CC1=CN=C(S1)OC)=O